dichlorgermane Cl[GeH2]Cl